3-[2-[(2,2-difluoro-1,3-benzodioxol-5-yl)oxy]-4-pyridyl]-1,3-diazaspiro[4.5]decane-2,4-dione FC1(OC2=C(O1)C=CC(=C2)OC2=NC=CC(=C2)N2C(NC1(C2=O)CCCCC1)=O)F